C(N)(=O)C=1C=NC2=CC(=NC(=C2C1)OC1CCC(CC1)NC(OC(C)(C)C)=O)N1CCOCC1 tert-butyl N-[4-[(3-carbamoyl-7-morpholino-1,6-naphthyridin-5-yl)oxy]cyclohexyl]carbamate